1-[5-ethylsulfanyl-6-[8-(2,2,3,3,3-penta-fluoropropoxy)imidazo[1,5-a]pyrazin-3-yl]-3-pyridyl]cyclopropane-carbonitrile C(C)SC=1C=C(C=NC1C1=NC=C2N1C=CN=C2OCC(C(F)(F)F)(F)F)C2(CC2)C#N